N1=C(C=CC=C1)C=1CCNCC1 1',2',3',6'-tetrahydro-[2,4'-bipyridine]